FC=1C=CC(NC1)=O 5-fluoro-2-oxopyridin